FC1C(C2=C(C=CC=C2C1)S(=O)(=O)C(F)(F)F)O 2-fluoro-7-(trifluoromethylsulfonyl)-1-indanol